(R)-1'-(5-((2-amino-3-chloropyridin-4-yl)thio)-1H-imidazo[4,5-b]pyrazin-2-yl)-3-fluoro-5,7-dihydrospiro[cyclopenta[b]pyridine-6,4'-piperidin]-5-amine NC1=NC=CC(=C1Cl)SC=1N=C2C(=NC1)NC(=N2)N2CCC1(CC2)[C@H](C=2C(=NC=C(C2)F)C1)N